(R)-1-(benzyloxy)-3-((tert-butyldimethylsilyl)oxy)propan-2-ol C(C1=CC=CC=C1)OC[C@H](CO[Si](C)(C)C(C)(C)C)O